ethyl-4-hydroxy-3-(2,2,2-trifluoroethan-1-one-1-yl)benzo[h]quinoline C(C)C1=NC2=C3C(=CC=C2C(=C1C(C(F)(F)F)=O)O)C=CC=C3